NC=1C=C(C=CC1N)C1=NC2=CC=CC=C2C(N1CC(=O)N1CCOCC1)=O (3,4-diaminophenyl)-3-(2-morpholino-2-oxoethyl)quinazolin-4(3H)-one